ethyl 3-((1-((4aR,8aS)-3-oxooctahydro-2H-pyrido[4,3-b][1,4]oxazine-6-carbonyl)azetidin-3-yl)methoxy)benzoate O=C1N[C@H]2[C@@H](OC1)CCN(C2)C(=O)N2CC(C2)COC=2C=C(C(=O)OCC)C=CC2